BrC=1C=C(C=CC1)CC(=O)NC1=CC=C(C=C1)C1=CC2=C(N=CN=C2N2CCOCC2)N1COCC[Si](C)(C)C 2-(3-bromophenyl)-N-(4-(4-morpholino-7-((2-(trimethylsilyl)ethoxy)methyl)-7H-pyrrolo[2,3-d]pyrimidin-6-yl)phenyl)acetamide